2-chloro-4-{5-[(3-dimethylaminopropyl)iminomethyl]thien-2-yl}-7-phenyl-7H-pyrrolo[2,3-d]pyrimidine ClC=1N=C(C2=C(N1)N(C=C2)C2=CC=CC=C2)C=2SC(=CC2)C=NCCCN(C)C